C(CC)C1CCC(CC1)C1=CC=CC=C1 4-(4-propylcyclohexyl)benzene